CC1(NC=CC=C1)C(=O)N(N)C(=O)OC(C)(C)C tert-Butyl 2-methyl-2-picolinoylhydrazinecarboxylate